FC1=C(C=C(C(=C1)C1CCNCC1)F)C1C(NC(CC1)=O)=O 3-(2,5-difluoro-4-(piperidin-4-yl)phenyl)piperidine-2,6-dione